O=C1NC(CCC1NC(=O)C1CC(NCC1)C)=O N-(2,6-dioxo-3-piperidinyl)-2-methyl-4-piperidinecarboxamide